ClC1=CC=C2C(=N1)C(N(C2=O)CC2=CC=C(C=C2)OC)(C)C 2-chloro-6-[(4-methoxy-phenyl)methyl]-7,7-dimethylpyrrolo[3,4-b]pyridin-5-one